O[Hg]SC1=C(C=CC=C1)O hydroxy((2-hydroxyphenyl)thio)mercury